6-(tetrahydro-2H-pyran-4-yl)pyrazolo[1,5-a]pyridine O1CCC(CC1)C=1C=CC=2N(C1)N=CC2